7-Bromo-4-chloro-8-fluoroquinoline-1-oxide BrC1=CC=C2C(=CC=[N+](C2=C1F)[O-])Cl